BrC1=C(C=C(C=N1)C(=O)O)Cl 6-bromo-5-chloropyridine-3-carboxylic acid